S1C(=NC2=C1C=CC=C2)N[C@@H]2C[C@H](CC2)NC2=CC=C(C=N2)N2C(C=CC=C2)=O 6'-(((1S,3S)-3-(Benzo[d]thiazol-2-ylamino)cyclopentyl)amino)-2H-[1,3'-bipyridin]-2-one